3,5-hexadienyl acetate C(C)(=O)OCCC=CC=C